(1-(2-(1H-indol-3-yl)ethyl)-6,7-dimethoxy-3,4-dihydro-isoquinoline-2(1H)-yl)(morpholino)ketone N1C=C(C2=CC=CC=C12)CCC1N(CCC2=CC(=C(C=C12)OC)OC)C1OCCN(C1)C(=O)N1CC(OCC1)N1C(C2=CC(=C(C=C2CC1)OC)OC)CCC1=CNC2=CC=CC=C12